C=1OC=C2C=CC=CC12 ISOBENZOFURANE